3-chloro-5-(trifluoromethyl)aniline ClC=1C=C(N)C=C(C1)C(F)(F)F